BrCCC=C 4-Bromo-1-Buten